Cl.CN[C@H](C(=O)OCC(F)(F)F)CCC1=CC=C(C=C1)C(F)(F)F 2,2,2-Trifluoroethyl (S)-2-(methylamino)-4-(4-(trifluoromethyl)phenyl)butanoate hydrochloride